ClC1=CC=C(C=C1)C1N(C(CN(C1=O)C(C)C)=O)CC=1C=C(C#N)C=CC1 3-((2-(4-chlorophenyl)-4-isopropyl-3,6-dioxo-piperazin-1-yl)methyl)-benzonitrile